C(C)(C)(C)C(C(=O)OCC)C(C(=O)OCC)C(C)C diethyl 2-tertbutyl-3-isopropylsuccinate